4-[[5-[2-(3-chlorophenoxy)pyrimidin-5-yl]-3-pyridinyl]amino]piperidine-1-carboxylic acid tert-butyl ester C(C)(C)(C)OC(=O)N1CCC(CC1)NC=1C=NC=C(C1)C=1C=NC(=NC1)OC1=CC(=CC=C1)Cl